NC1=NC=CC=C1C1=NC=2C(=NC(=CC2)S(=O)C)N1C1=CC=C(CN2CCC(CC2)NC2=NC(=NC=C2)C#N)C=C1 4-((1-(4-(2-(2-aminopyridin-3-yl)-5-(methylsulfinyl)-3H-imidazo[4,5-b]pyridin-3-yl)benzyl)piperidin-4-yl)amino)pyrimidine-2-carbonitrile